4-[4-(chloromethyl)phenyl]tetrahydropyran ClCC1=CC=C(C=C1)C1CCOCC1